C(C)N(CCOC=1C=CC2=C(C(C=3N(C4=CC=CC=C4C3C2=O)CCO)(C)C)C1)CC 8-(2-Diethylamino-ethoxy)-5-(2-hydroxy-ethyl)-6,6-dimethyl-5,6-dihydro-benzo[b]carbazol-11-one